C(C(=O)OC1=C(C=C(C=C1[N+](=O)[O-])[N+](=O)[O-])C)(=O)OC1=C(C=C(C=C1[N+](=O)[O-])[N+](=O)[O-])C bis(2-methyl-4,6-dinitrophenyl) oxalate